2-[(1R)-1-(2-aminoethyl)-5-{5-chloro-2-[(oxazin-4-yl)amino]pyrimidin-4-yl}-3-oxo-2,3-dihydro-1H-isoindol-2-yl]-N-[(1R)-1-(3-methoxyphenyl)ethyl]acetamide NCC[C@H]1N(C(C2=CC(=CC=C12)C1=NC(=NC=C1Cl)NC1=CNOC=C1)=O)CC(=O)N[C@H](C)C1=CC(=CC=C1)OC